N-[(2R)-1-Fluoro-3-hydroxypropan-2-yl]-2-(1-methyl-1H-pyrazol-4-yl)-6-[4-(trifluoromethoxy)phenyl]pyrimidin FC[C@@H](CO)N1C(N=CC=C1C1=CC=C(C=C1)OC(F)(F)F)C=1C=NN(C1)C